N1C=C(C2=CC=CC=C12)C(=O)NN 3-indoleformyl-hydrazine